C(#N)C1=CC=C(C(=O)NCC(=O)O)C=C1 N-(4-cyanobenzoyl)-glycine